9-((1-(2,6-dioxopiperidin-3-yl)-3-methyl-2-oxo-2,3-dihydro-1H-benzo[d]imidazol-5-yl)amino)nonanoic acid O=C1NC(CCC1N1C(N(C2=C1C=CC(=C2)NCCCCCCCCC(=O)O)C)=O)=O